4-chloro-2,2-dimethylpent-4-enoic acid ethyl ester C(C)OC(C(CC(=C)Cl)(C)C)=O